4-((5-fluoro-2-((4-(4-methylpiperazin-1-yl)phenyl)amino)pyrimidin-4-yl)amino)-N-hydroxybenzamide FC=1C(=NC(=NC1)NC1=CC=C(C=C1)N1CCN(CC1)C)NC1=CC=C(C(=O)NO)C=C1